C(C)(C)(C)OC(N[C@H]1CN(CCC1)C1(CCC1)[2H])=O (R)-(1-(cyclobutyl-1-d)piperidin-3-yl)carbamic acid tert-butyl ester